C(C)(C)(C)N(C(O)=O)C1CC(C1)NCC1=CC(=CC=C1)Cl.N1=C(N=CC=C1)/C(=C/C(=O)O)/C(=O)N pyrimidinemaleamic acid tert-Butyl-(3-((3-chlorobenzyl)amino)cyclobutyl)carbamate